5-(5-(2-Chloro-7-ethoxyquinolin-3-yl)-3-(4-(6-fluoropyridin-3-yl)phenyl)-4,5-dihydro-1H-pyrazol-1-yl)-N-(3-morpholinopropyl)-5-oxopentanamide ClC1=NC2=CC(=CC=C2C=C1C1CC(=NN1C(CCCC(=O)NCCCN1CCOCC1)=O)C1=CC=C(C=C1)C=1C=NC(=CC1)F)OCC